methyl ({5-(6-fluoropyridin-3-yl)-4-iodo-1-[3-(methylsulfanyl)pyridin-2-yl]-1H-pyrazol-3-yl}oxy)(methoxy)acetate FC1=CC=C(C=N1)C1=C(C(=NN1C1=NC=CC=C1SC)OC(C(=O)OC)OC)I